C1(=CC=CC2=CC=CC=C12)C1=CC=C(C=C1)C1=NC(=NC=N1)C1=CC=CC=C1 4-(naphthalen-1-yl)phenyl-6-phenyl-1,3,5-triazine